ClC=1C=CC(=C(C(=O)O)C1)N[C@H](C)C=1C=C(C=C2C(C(=C(OC12)C1=CC(=CC=C1)F)C)=O)C 5-Chloro-2-[[(1R)-1-[2-(3-fluorophenyl)-3,6-dimethyl-4-oxo-chromen-8-yl]ethyl]amino]benzoic acid